C(CCCCCCC)[Si](N(C)C)(C)C Octyl-dimethyl-(dimethylamino)silane